C(C)(C)(C)OC([C@H](COC=1C=NC(=CC1)N1C=NC=C1)ON1C(C2=CC=CC=C2C1=O)=O)=O (S)-3-((6-(1H-imidazol-1-yl)pyridin-3-yl)oxy)-2-((1,3-dioxoisoindolin-2-yl)oxy)propanoic acid tert-butyl ester